1-(piperidine-1-carbonyl)azetidin-3-yl (1-(4-(2,6-dioxopiperidin-3-yl)-3,5-difluorophenyl)azetidin-3-yl)carbamate O=C1NC(CCC1C1=C(C=C(C=C1F)N1CC(C1)NC(OC1CN(C1)C(=O)N1CCCCC1)=O)F)=O